Methyl 4-(3-cyclopropoxy-phenyl)-2,4-dioxobutanoate C1(CC1)OC=1C=C(C=CC1)C(CC(C(=O)OC)=O)=O